C(C)(C)C1=C(C(=CC=C1)C(C)C)N1C=CC=2C1=NC=CC2 N-(2,6-diisopropylphenyl)-1H-pyrrolo[2,3-b]Pyridin